NCC1=CC=C(C=C1)CNC1=C(C(=NN1C(C1=C(C=CC=C1)F)=O)C1C(N(CCN1)S(=O)(=O)N1CC(CC1)O)C(F)(F)F)OC 1-({3-[5-({[4-(aminomethyl)phenyl]methyl}amino)-1-(2-fluorobenzoyl)-4-methoxy-1H-pyrazol-3-yl]-2-(trifluoromethyl)piperazin-1-yl}sulfonyl)pyrrolidin-3-ol